C(CCC)OC(=S)[S-].[S-2].[Na+] sodium sulfide butyl-xanthate